C(C)(C)(C)OC(=O)NC(C(=O)OCCCCCCCCCCCC)C(C)C dodecyl 2-((tert-butoxycarbonyl) amino)-3-methylbutanoate